cyclopenta[c]pyridine-6-carboxamide C1=NC=CC2=C1C=C(C2)C(=O)N